(R)-N-((2-(2-fluoro-5-nitrophenyl)-1-(N-methylsulfamoyl)propan-2-yl)thiocarbamoyl)benzamide FC1=C(C=C(C=C1)[N+](=O)[O-])[C@@](CS(NC)(=O)=O)(C)NC(=S)NC(C1=CC=CC=C1)=O